(6-(4-((4-(1H-pyrazol-4-yl)phenyl)amino)pyrimidin-2-yl)-1H-indol-2-yl)(4-hydroxypiperidin-1-yl)methanone N1N=CC(=C1)C1=CC=C(C=C1)NC1=NC(=NC=C1)C1=CC=C2C=C(NC2=C1)C(=O)N1CCC(CC1)O